1-methyl-1,3,4,9-tetrahydro-2H-pyrido[3,4-b]indole-2-carboxylic acid tert-butyl ester C(C)(C)(C)OC(=O)N1C(C=2NC3=CC=CC=C3C2CC1)C